2-(1,5,5-trimethylcyclopent-2-en-1-yl)ethyl acetate C(C)(=O)OCCC1(C=CCC1(C)C)C